N1N=CC(=C1)NC1=NC=C(C(=N1)C1=CC=C(C(=O)N[C@@H](C)C#N)C=C1)Cl (S)-4-(2-((1H-pyrazol-4-yl)amino)-5-chloropyrimidin-4-yl)-N-(1-cyanoethyl)benzamide